CC1=C(C=2N(C=C1C1=C(C=3N=C(SC3N1)N1[C@@H](CN(CC1)C(CN(C)C)=O)C)C(C)C)N=CN2)C (R)-1-(4-(5-(7,8-dimethyl-[1,2,4]triazolo[1,5-a]pyridin-6-yl)-6-isopropyl-4H-pyrrolo[3,2-d]thiazol-2-yl)-3-methylpiperazin-1-yl)-2-(dimethylamino)ethan-1-one